IC1=CN(C=2N=C(N(C(C21)=O)C)C2C1CC(CC2CC1)NC(OC(C)(C)C)=O)COCC[Si](C)(C)C tert-butyl endo-(8-(5-iodo-3-methyl-4-oxo-7-((2-(trimethylsilyl)ethoxy)methyl)-4,7-dihydro-3H-pyrrolo[2,3-d]pyrimidin-2-yl)bicyclo[3.2.1]octan-3-yl)carbamate